ClC1=C(C=CC=2C3=C(NC12)CCN(C3C)C(=O)NOC)Cl 6,7-dichloro-N-methoxy-1-methyl-1,3,4,5-tetrahydro-2H-pyrido[4,3-b]indole-2-carboxamide